5-(1-Phenylethyl)-4H-1,2,4-triazole-3-carboxylic acid lithium [Li].C1(=CC=CC=C1)C(C)C=1NC(=NN1)C(=O)O